Diphosphomevalonate P(=O)(=O)OCC[C@](CC(=O)[O-])(OP(=O)=O)C